Ethyl (R)-4-(1-(3-amino-6-(2-hydroxyphenyl)pyridazin-4-yl)piperidin-3-yl)-3-methylbenzoate NC=1N=NC(=CC1N1C[C@H](CCC1)C1=C(C=C(C(=O)OCC)C=C1)C)C1=C(C=CC=C1)O